Cl.N1CCC(CC1)NC=1C=2C=CN=CC2C=CC1 N-(piperidin-4-yl)isoquinolin-5-amine hydrochloride